C(CC)N1N=CC(=C1)C=1C2=C(N=C(N1)NC1=CC=C(C(=O)O)C=C1)NC=C2 4-((4-(1-propyl-1H-pyrazol-4-yl)-7H-pyrrolo[2,3-d]pyrimidin-2-yl)amino)benzoic acid